ClC1=CN=C(S1)C(=O)NC1CC(CC(C1)O)N1C(=NC=2C=NC(=CC21)C2=NNC=N2)C2=C(C=CC=C2)F 5-chloro-N-(3-(2-(2-fluorophenyl)-6-(1H-1,2,4-triazol-3-yl)-1H-imidazo[4,5-c]pyridin-1-yl)-5-hydroxycyclohexyl)thiazole-2-carboxamide